N,N-dimethyl-3-(3-oxo-1,2-benzothiazol-2-yl)benzenesulfonamide CN(S(=O)(=O)C1=CC(=CC=C1)N1SC2=C(C1=O)C=CC=C2)C